5-fluoro-1H-indole-3-carboxylic acid FC=1C=C2C(=CNC2=CC1)C(=O)O